C(CCC)C=1C=CC(=NC1)C(=O)NC12CC(C1)(C2)NC(COC2=CC(=C(C=C2)Cl)F)=O 5-butyl-N-{3-[2-(4-chloro-3-fluorophenoxy)acetylamino]bicyclo[1.1.1]pentan-1-yl}pyridine-2-carboxamide